3-isopropyl-1-(4-vinylbenzyl)-1H-1,2,4-triazole C(C)(C)C1=NN(C=N1)CC1=CC=C(C=C1)C=C